OC(=O)C(F)(F)F.ClC=1C=CC(=C(C#N)C1)COC1=CC=CC2=C1N=C1N2CCN[C@H]1C (S)-5-chloro-2-(((1-methyl-1,2,3,4-tetrahydrobenzo[4,5]imidazo[1,2-a]pyrazin-9-yl)oxy)methyl)benzonitrile TFA salt